NC=1N=NC(=CC1N1CC2CCC(C1)N2C=2C=C(C=CC2)CN2CCN(CC2)C(=O)OC(C)(C)C)C2=C(C=CC=C2)O tert-butyl 4-[[3-[3-[3-amino-6-(2-hydroxyphenyl)pyridazin-4-yl]-3,8-diazabicyclo[3.2.1]octan-8-yl]phenyl]methyl]piperazine-1-carboxylate